isoamyl-1,1,3,3-tetramethyl-butyl ether C(CC(C)C)C(C(C)(C)OC(C(C(C)(C)C)CCC(C)C)(C)C)C(C)(C)C